C(CCC)C=C(C(=O)O)CC(=O)O monon-butyl-itaconic acid